C(C)(C)(C)NC(CN1CCC(CC1)(C)CNC(C1=CC=CC=C1)=O)=O N-((1-(2-(tert-butylamino)-2-oxoethyl)-4-methylpiperidin-4-yl)methyl)benzamide